C(C)(=O)SCCCCC1=CC=C2C=CC3=CC=CC4=CC=C1C2=C34 S-(4-pyren-1-yl-butyl) thioacetate